5-{[(2R,3S,11bR)-9,10-dimethoxy-3-(2-methylpropyl)-1H,2H,3H,4H,6H,7H,11bH-pyrido[2,1-a]isoquinolin-2-yl]methoxy}-3-methyl-5-oxopentanoic acid COC=1C=C2CCN3[C@@H](C2=CC1OC)C[C@H]([C@@H](C3)CC(C)C)COC(CC(CC(=O)O)C)=O